methyl β-isostearylaminopropionate C(CCCCCCCCCCCCCCC(C)C)NCCC(=O)OC